C(C)(C)OC1=CC(=CC=C1)OC(C)C 1,3-diisopropyloxybenzene